FC=1C=C(C=C2CN(C(C12)=O)C1C(NC(CC1)=O)=O)CN1CCN(CC1)C1=CC=C(C=C1)[C@@H]1[C@@H](COC2=CC(=CC=C12)O)C1=CC=CC=C1 3-(7-fluoro-5-((4-(4-((3R,4S)-7-hydroxy-3-phenylchroman-4-yl)phenyl)piperazin-1-yl)methyl)-1-oxoisoindolin-2-yl)piperidine-2,6-dione